C(C)(C)(C)OC(=O)N1C[C@@H](CCC1)N(C(CN1N=C(C2=CC=CC=C12)C(N)=O)=O)CC(=O)NCC1=C(C(=CC=C1)Cl)F (R)-3-(2-(3-carbamoyl-1H-indazol-1-yl)-N-(2-((3-chloro-2-fluorobenzyl)amino)-2-oxoethyl)acetamido)piperidine-1-carboxylic acid tert-butyl ester